CC/C(=C\C1=CC=C(C=C1)O)/C(=O)O trans-ethyl-p-coumaric acid